(4-amino-1,3-dihydrofuro[3,4-c]quinolin-8-yl)-[rac-(3S)-3-(3-fluorophenyl)morpholin-4-yl]methanone NC1=NC=2C=CC(=CC2C2=C1COC2)C(=O)N2[C@H](COCC2)C2=CC(=CC=C2)F |r|